2-[2-(2-ethoxyethoxy)ethoxyl-6-methyl-4-pyridyl]-2-[(4S)-2,2,4-trimethylpyrrolidin-1-yl]pyridine-3-carboxamide C(C)OCCOCCOC1=NC(=CC(=C1)C1(NC=CC=C1C(=O)N)N1C(C[C@@H](C1)C)(C)C)C